Tert-butyl (4-(2,4-dimethylpyridin-3-yl)-3-fluorophenyl)carbamate CC1=NC=CC(=C1C1=C(C=C(C=C1)NC(OC(C)(C)C)=O)F)C